(2-chloro-5-hydroxyphenyl)(6-(3-methyl-1-(o-tolyl)-1H-pyrazol-5-yl)-2-azaspiro[3.3]heptan-2-yl)methanone ClC1=C(C=C(C=C1)O)C(=O)N1CC2(C1)CC(C2)C2=CC(=NN2C2=C(C=CC=C2)C)C